C(C)OC=1SC(=CN1)C1=CC(=CC(=N1)NC1=CC2=C(C=N1)N(C(N2[C@H]2C[C@@](CC2)(C)NC(C)=O)=O)C([2H])([2H])[2H])C(C)(C)O N-((1S,3R)-3-(6-((6-(2-ethoxythiazol-5-yl)-4-(2-hydroxypropan-2-yl)pyridin-2-yl)amino)-3-(methyl-d3)-2-oxo-2,3-dihydro-1H-imidazo[4,5-c]pyridin-1-yl)-1-methylcyclopentyl)acetamide